2-(((2R,3R,4S,5R)-5-(6-amino-2-chloro-9H-purin-9-yl)-4-fluoro-3-hydroxytetrahydrofuran-2-yl)methoxy)-2-((1-benzyl-1H-pyrazol-4-yl)methyl)malonic acid NC1=C2N=CN(C2=NC(=N1)Cl)[C@H]1[C@H]([C@@H]([C@H](O1)COC(C(=O)O)(C(=O)O)CC=1C=NN(C1)CC1=CC=CC=C1)O)F